1,3,5-Tricarboxyl-Phloroglucinol tert-butyl-(2-(fluoromethylene)-4-hydroxybutyl)carbamate C(C)(C)(C)N(C(=O)OC1(CC(O)(CC(O)(C1)C(=O)O)C(=O)O)C(=O)O)CC(CCO)=CF